5,6-Dihydrothieno[3,4-h]quinazoline N1=CN=CC=2CCC=3C(C12)=CSC3